NCCCNC(=O)[C@@H]1CC[C@H](CC1)C(F)(F)C1=CC(=NC(=C1)N1CCC(CC1)S(=O)(=O)C1=CC=C(C=C1)N1C(C[C@H](C1)N)=O)Cl Trans-N-(3-aminopropyl)-4-[[2-chloro-6-[4-[4-[(4R)-4-amino-2-oxo-pyrrolidin-1-yl]phenyl]sulfonyl-1-piperidyl]-4-pyridyl]-difluoro-methyl]cyclohexanecarboxamide